(7S)-3-[(7R)-2-Azabicyclo[2.2.1]heptan-7-yl]-2-benzyl-7-methyl-3H,6H,7H,8H,9H-imidazo[4,5-f]chinolin C12NCC(CC1)[C@H]2N2C(=NC1=C3CC[C@@H](NC3=CC=C12)C)CC1=CC=CC=C1